2-((3-(1-(4-fluorophenyl)-6-methyl-1H-indazol-5-yl)-1-((1-methyl-1H-pyrazol-4-yl)sulfonyl)pyrrolidin-3-yl)methyl)thiazole FC1=CC=C(C=C1)N1N=CC2=CC(=C(C=C12)C)C1(CN(CC1)S(=O)(=O)C=1C=NN(C1)C)CC=1SC=CN1